COC=1C(=C2C(=NC(=NC2=CC1)N1CCNCC1)N)OC dimethoxy-2-(1-piperazinyl)-4-quinazolinamine